C1(=CC=CC2=CC=CC=C12)C=1C2=CC=CC=C2C(=C2C=CC=CC12)C1=CC=CC2=CC=CC=C12 9,10-Di(1-naphthyl)anthracene